Cl.NCCCC[C@@H](C(=O)OCC=C)NC(=O)OCC1C2=CC=CC=C2C=2C=CC=CC12 prop-2-en-1-yl (2S)-6-amino-2-({[(9H-fluoren-9-yl)methoxy]carbonyl}amino)hexanoate hydrochloride